1-(2-(3-allyloxy-4-methoxyphenyl)-2-oxoethyl)-2,6-dimethylpyridin-4(1H)-one C(C=C)OC=1C=C(C=CC1OC)C(CN1C(=CC(C=C1C)=O)C)=O